(S)-(6,7-dichloro-1-methyl-1,3,4,5-tetrahydro-2H-pyrido[4,3-b]indol-2-yl)(5-(dimethylamino)-1H-imidazol-2-yl)methanone ClC1=C(C=CC=2C3=C(NC12)CCN([C@H]3C)C(=O)C=3NC(=CN3)N(C)C)Cl